C1(CCC1)OC(=O)NC=1C=C(C=C(C1)C=1C=NN(C1)C)NC1=CC2=C(C=N1)N(C(N2[C@H]2C[C@@H](CC2)NC(OC2=CC=C(C=C2)F)=O)=O)C 4-Fluorophenyl ((1R,3R)-3-(6-((3-((cyclobutoxycarbonyl)amino)-5-(1-methyl-1H-pyrazol-4-yl)phenyl)amino)-3-methyl-2-oxo-2,3-dihydro-1H-imidazo[4,5-c]pyridin-1-yl)cyclopentyl)carbamate